NC=1C=2N(C3=CC(=CC=C3N1)C(=O)N([C@@H]1COC3(C4=C1C=NC(=C4)N4CCNCC4)CCC3)C)C=NC2 (S)-4-amino-N-methyl-N-(7'-(piperazine-1-yl)-3',4'-dihydrospiro[cyclobutane-1,1'-pyrano[4,3-c]pyridine]-4'-yl)imidazo[1,5-a]quinoxaline-8-carboxamide